Cl.Cl.CN1C(=NC2=C1C=CC=C2)CN (1-Methyl-1H-benzimidazol-2-yl)methylamine dihydrochloride